N-[rac-(2R,3S)-1-[1-(4-fluorophenyl)imidazo[1,5-a]pyridin-6-yl]5-oxo-2-phenylpyrrolidin-3-yl]cyclopropanecarboxamide FC1=CC=C(C=C1)C=1N=CN2C1C=CC(=C2)N2[C@@H]([C@H](CC2=O)NC(=O)C2CC2)C2=CC=CC=C2 |r|